ClC=1N=C(C2=C(N1)C(=CS2)C2=CC=C(C=C2)S(=O)(=O)C(C)C)N2[C@@H](COCC2)C (R)-4-(2-chloro-7-(4-isopropanesulfonylphenyl)thieno[3,2-d]pyrimidin-4-yl)-3-methylmorpholine